4,5-dimercapto-1,2,3-triazole SC=1N=NNC1S